N-methyl-5-(1-methyl-1H-imidazol-4-yl)-6-((4-(trifluoromethyl)phenyl)amino)isoindoline-2-sulfonamide CNS(=O)(=O)N1CC2=CC(=C(C=C2C1)C=1N=CN(C1)C)NC1=CC=C(C=C1)C(F)(F)F